OC1(CCN(CC1)C[C@H](C)[C@H]1CC[C@H]2\C(\CCC[C@]12C)=C\C=C\1/C([C@H](C[C@@H](C1)O)O)=C)C (1R,3S,Z)-5-(2-((1R,3aS,7aR,E)-1-((R)-1-(4-hydroxy-4-methylpiperidin-1-yl)propan-2-yl)-7a-methyloctahydro-4H-inden-4-ylidene)ethylidene)-4-methylenecyclohexane-1,3-diol